tert-butyl ((3S,4S)-4-methylpyrrolidin-3-yl)carbamate C[C@@H]1[C@@H](CNC1)NC(OC(C)(C)C)=O